6-cyanopyrazolo[1,5-a]Pyrimidine-3-carboxylic acid C(#N)C=1C=NC=2N(C1)N=CC2C(=O)O